Benzenesulfinate C1(=CC=CC=C1)S(=O)[O-]